Phenylbenzo[b]naphtho[1,2-d]furan-8-amine C1(=CC=CC=C1)C1=CC=CC=2C=CC3=C(C=4C(O3)=C(C=CC4)N)C12